IC1=NN(C2=C1N=CNC2=O)COCC[Si](C)(C)C 3-iodo-1-[[2-(trimethylsilyl)ethoxy]methyl]-1H,6H,7H-pyrazolo[4,3-d]pyrimidin-7-one